chloro-propyltriethoxy-silane ClC(C)O[Si](OCC)(OCC)CCC